5-amino-7-(2-(4-(2-fluoro-5-(oxazol-2-yl)phenyl)piperazin-1-yl)ethyl)-9-methyl-2-(pyridin-2-yl)-7H-pyrrolo[3,2-e][1,2,4]triazolo[1,5-c]pyrimidine-8-carboxylic acid NC1=NC2=C(C=3N1N=C(N3)C3=NC=CC=C3)C(=C(N2CCN2CCN(CC2)C2=C(C=CC(=C2)C=2OC=CN2)F)C(=O)O)C